N-[(vinylphenyl)methyl]-N'-[3-(trimethoxysilyl)propyl]-1,2-ethanediamine hydrochloride Cl.C(=C)C1=C(C=CC=C1)CNCCNCCC[Si](OC)(OC)OC